(S)-(2-(4-((4-(3-aminopiperidin-1-yl)-5-((1-(difluoromethyl)-1H-pyrazol-4-yl)ethynyl)pyridin-2-yl)amino)pyrimidin-2-yl)-3-fluorophenyl)methanol hydrochloride Cl.N[C@@H]1CN(CCC1)C1=CC(=NC=C1C#CC=1C=NN(C1)C(F)F)NC1=NC(=NC=C1)C1=C(C=CC=C1F)CO